P(=O)(OS)([O-])[O-].[Zr+4].SOP(=O)([O-])[O-] zirconium mercapto phosphate